FC(OC1=CC=C(C=C1)C(C)N1C(C=2N(CC1C(=O)O)N=C1C2CNC(C1)C)=O)F 9-(1-(4-(difluoromethoxy)phenyl)ethyl)-3-methyl-10-oxo-1,2,3,4,7,8,9,10-octahydropyrido[4',3':3,4]pyrazolo[1,5-a]pyrazine-8-carboxylic acid